N(=[N+]=[N-])CCOCC(=O)N[C@H](C(=O)N1[C@@H](C[C@H](C1)O)C(=O)NCC1=CC=C(C=C1)C1=C(N=CS1)C)C(C)(C)C (2S,4r)-1-((S)-2-(2-(2-azidoethoxy)acetamido)-3,3-dimethylbutyryl)-4-hydroxy-N-(4-(4-methylthiazol-5-yl)benzyl)pyrrolidine-2-carboxamide